C(C)OC1=NC2=CC=CC=C2C=C1C=O 2-ethoxyquinoline-3-carbaldehyde